3-(4-α-methoxyethylphenyl)-3-methyl-1-chlorobutane COC(C)C1=CC=C(C=C1)C(CCCl)(C)C